5-(((1-Methylpyrrolidin-3-yl)methyl)-1,4,5,6-Tetrahydropyrrolo[3,4-d]imidazol-2-yl)-1H-Indazol CN1CC(CC1)CN1C(=NC2=C1CNC2)C=2C=C1C=NNC1=CC2